2-methoxyethyl-uridine COCC[C@@]1([C@H](O)[C@H](O)[C@@H](CO)O1)N1C(=O)NC(=O)C=C1